C(C)(C)(C)OC(=O)N1C2CC(CC1CC2)C2=CC(=C(C=C2)N)O tert-Butyl-3-(4-amino-3-hydroxyphenyl)-8-azabicyclo[3.2.1]octane-8-carboxylate